6-chloro-3-((2-ethoxy-2-oxo-N-(2-oxoethyl)acetamido)methyl)pyridazine 1-oxide ClC1=CC=C(N=[N+]1[O-])CN(C(C(=O)OCC)=O)CC=O